FC1=C(CN2C(C3=NC=CC=C3C2=O)([2H])[2H])C(=CC(=C1)C1=CC=2C(N=C1)=NN(C2)C([2H])([2H])[2H])F 6-(2,6-difluoro-4-(2-(methyl-d3)-2H-pyrazolo[3,4-b]pyridin-5-yl)benzyl)-6,7-dihydro-5H-pyrrolo[3,4-b]pyridin-5-one-7,7-d2